(±)-(4aR,13bS)-10-chloro-11-methoxy-4-(2-morpholinoethyl)-1,2,3,4,4a,5,6,13b-octahydro-8H-[1,6]naphthyridino[5,6-b]quinazolin-8-one ClC=1C=C2C(N3C(=NC2=CC1OC)[C@H]1CCCN([C@@H]1CC3)CCN3CCOCC3)=O |r|